N-TERT-BUTYL-2-(2-FORMYL-5-METHOXYPHENOXY)ACETAMIDE C(C)(C)(C)NC(COC1=C(C=CC(=C1)OC)C=O)=O